N-(3,5-Dichloro-pyridin-4-yl)-2-[1-(4-fluorobenzyl)-5-hydroxy-1H-indol-3-yl]-2-oxo-acetamide ClC=1C=NC=C(C1NC(C(=O)C1=CN(C2=CC=C(C=C12)O)CC1=CC=C(C=C1)F)=O)Cl